(S)-1-{(S)-1-[(4-Isopentyl-1-piperidyl)carbonyl]-3-methylbutyl}-3-isobutyl-2-piperazinone C(CC(C)C)C1CCN(CC1)C(=O)[C@H](CC(C)C)N1C([C@@H](NCC1)CC(C)C)=O